N-(3-(1H-pyrazol-1-yl)benzyl)-N-(3-methoxybenzyl)-4-methyl-5-(morpholinomethyl)thiazol-2-amine N1(N=CC=C1)C=1C=C(CN(C=2SC(=C(N2)C)CN2CCOCC2)CC2=CC(=CC=C2)OC)C=CC1